CN1N=C2C(=CC(=CC2=C1)NC(=O)N1CCC=2C1=NC=CC2N2C[C@@H](N([C@@H](C2)C)C(=O)OC(C)(C)C)C)C tert-butyl (2S,6R)-4-(1-((2,7-dimethyl-2H-indazol-5-yl)carbamoyl)-2,3-dihydro-1H-pyrrolo[2,3-b]pyridin-4-yl)-2,6-dimethylpiperazine-1-carboxylate